C1(CC1)C(=O)C=1C(=CC(=NC1)NC1=NC(=NC=C1)C=1C=NN(C1)S(=O)(=O)C1CC1)NCC1CCC(CC1)CNC(OC(C)(C)C)=O tert-Butyl (((1r,4r)-4-(((5-(cyclopropanecarbonyl)-2-((2-(1-(cyclopropylsulfonyl)-1H-pyrazol-4-yl)pyrimidin-4-yl)amino)pyridin-4-yl)amino)methyl)cyclohexyl)methyl)carbamate